CNC(C)CC1=CC=CC=C1 N-methylamphetamine